rac-trans-2-(3,3,3-trifluoropropyl)cyclopropanecarboxamide FC(CC[C@H]1[C@@H](C1)C(=O)N)(F)F |r|